C1(CC1)C=1C=C(C(=NC1)C(=O)O)NC1CC(C1)OC 5-cyclopropyl-3-[3-(cis-methoxy)cyclobutyl]amino-pyridine-2-carboxylic acid